NC(CCN1CC2=CC(=CC=C2[C@H](C1)C)NC(=O)C=1C=NC=C(C1)C(F)(F)F)=O N-[(4R)-2-(3-amino-3-oxo-propyl)-4-methyl-3,4-dihydro-1H-isoquinolin-7-yl]-5-(trifluoromethyl)pyridine-3-carboxamide